N-(8'-bromo-4'H-spiro[cyclopropane-1,5'-naphtho[2,1-d]isoxazol]-3'-yl)-3-methylbenzenesulfonamide BrC1=CC=C2C3(CC=4C(=NOC4C2=C1)NS(=O)(=O)C1=CC(=CC=C1)C)CC3